6-methyl-5-phenyl-1-pentanol CC1=CC=CC=C1CCCCCO